7-((3H-imidazo[4,5-c]pyridin-3-yl)methyl)-7-methyl-1-oxa-3-azaspiro[4.5]decan-2-one N1=CN(C=2C=NC=CC21)CC2(CC1(CNC(O1)=O)CCC2)C